OC1=CC(=CC(=C1)CCCCCCCCCCCCC)O 1,3-dihydroxyl-5-tridecylbenzene